C1CCCCCCCCCCCCCC1.C1CCCCCCCCCCCCCC1.C1CCCCCCCCCCCCCC1.[Br] bromine tricyclopentadecane